3-bromo-4-methoxy-1H-pyrazolo[3,4-d]pyridazine BrC1=NNC2=CN=NC(=C21)OC